(2-fluorophenyl)(phenyl)phosphonium chloride [Cl-].FC1=C(C=CC=C1)[PH2+]C1=CC=CC=C1